C(C=CCCCCCCC)O 2-decen-1-ol